COC(=O)C1=C(SC(=C1C)C(N)=O)NC(C(CC)C1=CC=CC=C1)=O (2-phenylbutyrylamino)-5-carbamoyl-4-methylthiophene-3-carboxylic acid methyl ester